COC(=O)C1=CC=CC=2OCCN(C21)C(C)=O 4-Acetyl-3,4-dihydro-2H-benzo[b][1,4]oxazine-5-carboxylic acid methyl ester